ClC1=CC=C(C=C1)[C@@]1(N(C(C2=CC(=CC(=C12)F)C(C)(C)O)=O)CC1=CC=C(C=C1)C#C)OCC1(CC1)CO (3R)-3-(4-Chlorophenyl)-2-[(4-ethynylphenyl)methyl]-4-fluoro-3-{[1-(hydroxymethyl)cyclopropyl]methoxy}-6-(2-hydroxypropan-2-yl)-2,3-dihydro-1H-isoindol-1-on